C(C)(C)(C)NC(C(CC[C@@H](C(=O)NC=1C(N(C=CC1)CC(=O)NC1C2CC3CC(CC1C3)C2)=O)NC(=O)C2=CNC3=CC=CC=C23)=O)=O (S)-N1-tert-butyl-5-(1H-indole-3-carboxamido)-N6-(1-(2-(2-adamantylamino)-2-oxoethyl)-2-oxo-1,2-dihydropyridin-3-yl)-2-oxohexanediamide